ClC1=C(C=CC(=C1NC=1C(=C2C(N(C=NC2=CC1)C)=O)F)F)NS(=O)(=O)N1CC2CC2C1 N-(2-chloro-4-fluoro-3-((5-fluoro-3-methyl-4-oxo-3,4-dihydroquinazolin-6-yl)amino)phenyl)-3-azabicyclo[3.1.0]hexane-3-sulfonamide